C(C#C)OC1=C(C=O)C=CC=C1 2-(propargyloxy)benzaldehyde